10,13-Dimethyl-17-[(S)-2-hydroxyoctan-2-yl]-2,3,4,7,8,9,11,12,14,15,16,17-dodecahydro-1H-cyclopenta[a]phenanthren-3-ol CC12C3CCC4(C(CCC4C3CC=C2CC(CC1)O)[C@](C)(CCCCCC)O)C